C1(CC1)C1=NC=NC(=C1C1=NC=C(C(=N1)NC1=CC=C(C=C1)C=1N(C=C(N1)C(F)(F)F)C(C)C)CS(=O)(=O)O)OC [2-(4-cyclopropyl-6-methoxy-pyrimidin-5-yl)-4-[[4-[1-isopropyl-4-(trifluoromethyl)imidazol-2-yl]phenyl]amino]pyrimidin-5-yl]methanesulfonic acid